[C@H]1([C@@H](O)[C@@H](O)[C@H](O)[C@H](O1)CO)O[C@H]([C@H](C=O)O)[C@H](O)[C@H](O)CO 3-O-α-D-Mannopyranosyl-D-glucose